Methyl 2-(4-ethoxycarbonyl-2,5-dihydroxyphenyl)-1H-benzo[d]imidazole-4-carboxylate C(C)OC(=O)C1=CC(=C(C=C1O)C1=NC2=C(N1)C=CC=C2C(=O)OC)O